3-(2-(1-Butyl-3-(1-methyl-1,2,3,6-tetrahydropyridin-4-yl)-1H-pyrrolo[2,3-c]pyridin-5-yl)pyridin-4-yl)-5-(trifluoromethyl)-1,2,4-oxadiazole C(CCC)N1C=C(C=2C1=CN=C(C2)C2=NC=CC(=C2)C2=NOC(=N2)C(F)(F)F)C=2CCN(CC2)C